cyclobutyl-4-[5-methyl-4-(2-oxo-2,3-dihydro-benzooxazol-5-ylamino)-pyrimidin-2-ylamino]-benzamide formate C(=O)O.C1(CCC1)C1=C(C(=O)N)C=CC(=C1)NC1=NC=C(C(=N1)NC=1C=CC2=C(NC(O2)=O)C1)C